CC1(OCCNC1)C 6,6-dimethylmorpholin